2-((2R,3S)-3-aminotetrahydro-2H-pyran-2-yl)-3,5-dichloro-N-(thiophen-2-ylmethyl)thieno[3,2-b]pyridin-7-amine N[C@@H]1[C@@H](OCCC1)C1=C(C2=NC(=CC(=C2S1)NCC=1SC=CC1)Cl)Cl